C(C1=CC=CC=C1)OC(=O)N1CCO[C@@H](CC1)CC(=O)OC (S)-7-(2-methoxy-2-oxoethyl)-1,4-oxazepan-4-carboxylic acid benzyl ester